CN1CC(CC1)(O)C1=CC=2C(=NC(=CC2)C2=CC=3C(N=C2)=NN(C3)C)S1 1-methyl-3-(6-(2-methyl-2H-pyrazolo[3,4-b]pyridin-5-yl)thieno[2,3-b]pyridin-2-yl)-3-pyrrolidinol